FC1=CC=C2[C@@H]([C@H](COC2=C1)OCC(C)(O)C)NC=1C2=C(N=CN1)NC(=C2)C(F)(F)F 1-[(3R,4S)-7-fluoro-4-[[6-(trifluoromethyl)-7H-pyrrolo[2,3-d]pyrimidin-4-yl]amino]chroman-3-yl]oxy-2-methyl-propan-2-ol